1-Aziridinethanol N1(CC1)CCO